C(/C1=CC=CC=C1)=C/1\COC(=C1)C1=CC=CC=C1 (E)-3-benzylidene-5-phenyl-furan